NC1=C2N=CN(C2=NC(=N1)Cl)[C@H]1[C@@H]([C@@]([C@H](O1)COC(C(=O)O)(C(=O)O)CC1=CC=CC=C1)(O)CC)O 2-(((2R,3S,4R,5R)-5-(6-amino-2-chloro-9H-purin-9-yl)-3-ethyl-3,4-dihydroxytetrahydrofuran-2-yl)methoxy)-2-phenylmethylmalonic acid